COC1=CC=C(C=C1)CN1C(N(CCC1=O)C=1C=C(OCCN2CCC3(CCN(CC3)C(=O)OC(C)(C)C)CC2)C=CC1)=O tert-butyl 9-[2-(3-{3-[(4-methoxyphenyl)methyl]-2,4-dioxo-1,3-diazinan-1-yl}phenoxy)ethyl]-3,9-diazaspiro[5.5]undecane-3-carboxylate